3-{1-methyl-4-[4-(trifluoromethyl)phenyl]-1H,4H-imidazo[4,5-b]indol-7-yl}-4,5-dihydro-1,2,4-oxadiazol-5-one CN1C=NC=2N(C=3C=CC(=CC3C21)C2=NOC(N2)=O)C2=CC=C(C=C2)C(F)(F)F